N-butyl-imidazole gallate C(C1=CC(O)=C(O)C(O)=C1)(=O)O.C(CCC)N1C=NC=C1